1-(4-(4-benzisothiazolyl)piperazine-1-yl)butyl-2H-benzotriazole S1N=CC2=C1C=CC=C2N2CCN(CC2)C(CCC)N2N=C1C(=N2)C=CC=C1